OC(C=1C(=CC=C(C(=O)O)C1)[N+](=O)[O-])O 5-dihydroxymethyl-4-nitrobenzoic acid